5-[3-[2,6-dichloro-4-(3,3-dichloropropyloxy)phenoxy]propoxy]-1H-pyrazole ClC1=C(OCCCOC2=CC=NN2)C(=CC(=C1)OCCC(Cl)Cl)Cl